NC1=CC=C(C=C1)C1=NNC(=C1)C(=O)NCCCCCCC(=O)NC1=C(C=CC=C1)N 3-(4-aminophenyl)-N-{7-[(2-aminophenyl)amino]-7-oxoheptyl}-1H-pyrazole-5-carboxamide